ClC1=NC=C(C(=N1)N1CCC2(CC2)CC1)C(=O)O 2-Chloro-4-(6-azaspiro[2.5]octan-6-yl)pyrimidine-5-carboxylic acid